ClC1=NC2=CC(=CC=C2C=C1C1CC(=NN1C(CCCC(=O)O)=O)C1=CC=C(C=C1)C=1OC=CC1)OCC 5-(5-(2-Chloro-7-ethoxyquinolin-3-yl)-3-(4-(furan-2-yl)phenyl)-4,5-dihydro-1H-pyrazol-1-yl)-5-oxopentanoic acid